NCC=1C=C(C=CC1)C1=CC(=CC=2C=C(OC21)COC2=C(C=CC=C2)CC(=O)O)COC2=CC=CC=C2 2-(2-((7-(3-(aminomethyl)phenyl)-5-(phenoxymethyl)benzofuran-2-yl)methoxy)phenyl)acetic acid